tri-iso-butyl phosphate P(=O)(OCC(C)C)(OCC(C)C)OCC(C)C